(R)-N-(3-cyclobutyl-5-(trifluoromethyl)pyrazolo[1,5-a]pyridin-2-yl)-3-hydroxy-3-phenylbutanamide C1(CCC1)C=1C(=NN2C1C=C(C=C2)C(F)(F)F)NC(C[C@](C)(C2=CC=CC=C2)O)=O